OC1=CC(=C(C=C1)N)N 4-hydroxy-1,2-phenylenediamine